CC(C(=O)O)(CC(CC(CCCCCCCCCCCC)(C)C)N1CCCCC1)C.C(=C)CC(COC(C)CO)O vinyl-dipropylene glycol 2,2,6,6-tetramethyl-4-piperidinyl-stearate